ClC=1C=C(NC2(CCC3(N(CC4=CC=CC=C34)C[C@H](CO)C)CC2)C(=O)O)C=CC1 (1s,4S)-4-(3-chloroanilino)-2'-[(2R)-3-hydroxy-2-methylpropyl]-2',3'-dihydrospiro[cyclohexane-1,1'-isoindole]-4-carboxylic acid